BrC=1N=C(SC1Br)OC 4,5-dibromo-2-methoxythiazole